4-{3-[4-(benzyloxy)-1-ethyl-3-methyl-1H-pyrazol-5-yl]-1-methyl-1H-1,2,4-triazol-5-yl}-6-chloro-1-methyl-1H-pyrazolo[4,3-c]pyridine C(C1=CC=CC=C1)OC=1C(=NN(C1C1=NN(C(=N1)C1=NC(=CC2=C1C=NN2C)Cl)C)CC)C